CC1=CC(=CC(=C1)OC1=CC=C(C=C1)[N+](=O)[O-])C 1,3-dimethyl-5-(4-nitrophenoxy)benzene